Piperidin-4-yl((1R,5S)-8-(3-(trifluoromethoxy)phenyl)-1,3,4,5-tetrahydro-2H-1,5-methanobenzo[c]azepin-2-yl)methanone N1CCC(CC1)C(=O)N1[C@H]2C3=C([C@@H](CC1)C2)C=CC(=C3)C3=CC(=CC=C3)OC(F)(F)F